(2S)-1-[2-(1,3-benzothiazole-6-sulfonyl)-2H,4H,5H,6H-pyrrolo[3,4-c]pyrazol-5-yl]-2-(3-fluoropyridin-2-yl)-2-hydroxyethan-1-one S1C=NC2=C1C=C(C=C2)S(=O)(=O)N2N=C1C(=C2)CN(C1)C([C@@H](O)C1=NC=CC=C1F)=O